C[C@@H]1C[C@@H]2N(C([C@H](CC1)NC(=O)C1=CC3=C(S1)C=CC(=C3)CP(O)(O)=O)=O)[C@@H](CC2)C(=O)N2CC(C2)C=2C=NC=CC2C ((2-(((3S,6S,9S,10aR)-9-methyl-3-(3-(4-methylpyridin-3-yl)azetidine-1-carbonyl)-5-oxodecahydropyrrolo[1,2-a]azocin-6-yl)carbamoyl)benzo[b]thiophen-5-yl)methyl)phosphonic acid